(R)-2-(5-(5-(4,4-difluoro-3-hydroxy-1-methyl-2-oxopyrrolidin-3-yl)isoxazol-3-yl)-2-fluorophenyl)-5H-pyrrolo[3,2-d]pyrimidine-4-carboxamide FC1([C@@](C(N(C1)C)=O)(O)C1=CC(=NO1)C=1C=CC(=C(C1)C=1N=C(C2=C(N1)C=CN2)C(=O)N)F)F